tert-butyl (2S,4R)-4-((5-bromopyridin-2-yl)oxy)-2-methylpyrrolidine-1-carboxylate BrC=1C=CC(=NC1)O[C@@H]1C[C@@H](N(C1)C(=O)OC(C)(C)C)C